ClC1=C(C=NC(N1C1=NN(C(=C1)C)C1OCCCC1)SC)C1CC1 6-chloro-5-cyclopropyl-N-(5-methyl-1-(tetrahydro-2H-pyran-2-yl)-1H-pyrazol-3-yl)-2-(methylthio)pyrimidin